ClC=1C=C(C(=O)OC)C=CC1NC(=O)C12CCC(CC1)(CC2)C=CC=2C(=NOC2C2CC2)C2=C(C=CC=C2)OC(F)(F)F methyl 3-chloro-4-(4-(2-(5-cyclopropyl-3-(2-trifluoromethoxyphenyl)isoxazol-4-yl)vinyl)bicyclo[2.2.2]octane-1-carboxamido)benzoate